4-amino-3-[6-(3-trifluoromethylphenyl)pyridine-3-ylazo]naphthalene NC1=C(C=CC2=CC=CC=C12)N=NC=1C=NC(=CC1)C1=CC(=CC=C1)C(F)(F)F